3-difluoromethylsulfolane FC(C1CS(=O)(=O)CC1)F